6-[1-[dideuterio-[4-[5-(difluoromethyl)-1,3,4-oxadiazol-2-yl]-2,5-difluorophenyl]methyl]triazol-4-yl]-1,3-benzothiazol-2-amine [2H]C(N1N=NC(=C1)C1=CC2=C(N=C(S2)N)C=C1)(C1=C(C=C(C(=C1)F)C=1OC(=NN1)C(F)F)F)[2H]